C(#N)C1=C(C=C(C=C1)N1C(N(C(C1=O)(C)C)C1=CC(=C(C(=O)N)C=C1)F)=S)C(F)(F)F 4-(3-(4-cyano-3-(trifluoromethyl)phenyl)-5,5-dimethyl-4-oxo-2-thioxoimidazolidin-1-yl)-2-fluorobenzamide